methylvinylchloride CC=CCl